C(C1=CC=CC=C1)NC(=O)N([C@@H]1CC[C@H](CC1)NC(OC(C)(C)C)=O)C=1N=NC(=CC1)C=1C=NN(C1)C tert-butyl (trans-4-((benzylcarbamoyl)(6-(1-methyl-1H-pyrazol-4-yl)pyridazin-3-yl)amino)cyclohexyl)carbamate